C1(=CC=CC=C1)OC(C1=CC=CC=C1)C=C vinylbenzyl phenyl ether